N1=C(C=NC=C1)[C@@H]1CCC2OC3(C(N21)=O)CC(C3)OCC3=C(C=CC=C3)N3N=CC=C3 (5'S)-5'-(pyrazin-2-yl)-3-{[2-(1H-pyrazol-1-yl)phenyl]methoxy}tetrahydro-3'H-spiro[cyclobutane-1,2'-pyrrolo[2,1-b][1,3]oxazol]-3'-one